2-(6-bromo-7-fluoro-indazol-2-yl)-2-(5-fluoro-2-methoxy-phenyl)acetic acid BrC=1C=CC2=CN(N=C2C1F)C(C(=O)O)C1=C(C=CC(=C1)F)OC